BrC1=CC=C(C=C1)C=1N=C(SC1)NC(C1=C(C=C(C=C1)C1=NOC(C1)(C(F)(F)F)C1=CC(=CC(=C1)Cl)Cl)C)=O N-(4-(4-bromophenyl)thiazol-2-yl)-4-(5-(3,5-dichlorophenyl)-5-(trifluoromethyl)-4,5-dihydroisoxazol-3-yl)-2-methylbenzamide